CC(CC)N(C(=O)Cl)C(CC)C bis-(1-methylpropyl)carbamoyl chloride